3,4-dihydro-1H-pyrrolo[2,1-c][1,4]oxazine-7-carboxylic acid methyl ester COC(=O)C=1C=C2COCCN2C1